2-Cyclopentyl-N-(2,6-diethyl-4-morpholin-4-yl-phenyl)-acetamide C1(CCCC1)CC(=O)NC1=C(C=C(C=C1CC)N1CCOCC1)CC